1-(4-(3-(benzo[d]oxazol-2-yl-thio)propoxy)phenyl)-3-(4-tolyl)-2-propen-1-one O1C(=NC2=C1C=CC=C2)SCCCOC2=CC=C(C=C2)C(C=CC2=CC=C(C=C2)C)=O